C(CC)OP(OCCC)(O)=O din-propyl-phosphoric acid